C(C)(=O)OC[C@@H](COC1=C(C=C(C=C1)C(C)(C)C1=CC(=C(C=C1)OC[C@@H](CCl)OC(C)=O)C)C)OC(C)=O (R)-3-(4-(2-(4-((S)-2-acetoxy-3-chloropropoxy)-3-methylphenyl)propan-2-yl)-2-methylphenoxy)propane-1,2-diyl diacetate